OC1CCN(CCC1C1N2C(C3=CC=CC=C13)=CN=C2)S(=O)(=O)N 4-hydroxy-5-(5H-imidazo[5,1-a]isoindol-5-yl)azepan-1-sulfonamide